C(C)(C)(C)SCC(CCC(=O)OCC)=O ethyl 5-(tert-butylthio)-4-oxopentanoate